ClC1=C(C=CC=C1)C1=C(C2=C(N=C(N=C2)NC2=NC=C(C=C2)CN2CCN(CC2)CC)N(C1=O)[C@@H]1CN(CCC1)C(CC)=O)C (S)-6-(2-chlorophenyl)-2-((5-((4-ethylpiperazin-1-yl)methyl)pyridin-2-yl)amino)-5-methyl-8-(1-propionyl-piperidin-3-yl)pyrido[2,3-d]pyrimidin-7(8H)-one